C(C1=CC=CC=C1)OC(CNC(C[C@@H](C(=O)OCC1=CC=CC=C1)NC(=O)OC(C)(C)C)=O)=O (S)-benzyl 4-((2-(benzyloxy)-2-oxoethyl)amino)-2-((tert-butoxycarbonyl)amino)-4-oxobutanoate